ETHYNYLANTHRACENE C(#C)C1=CC=CC2=CC3=CC=CC=C3C=C12